CC1=CC=NC=2N1C=C(N2)C(=O)O 5-methylimidazo[1,2-a]pyrimidine-2-carboxylic acid